2-(azidomethyl)cyclopropane-1-carboxylate N(=[N+]=[N-])CC1C(C1)C(=O)[O-]